C1(=CC=C(C=C1)C=1SC2=C(N1)C=CC=C2)C 2-(4-tolyl)benzothiazole